NC1=NC=C(C2=C1C(=NN2[C@@H]2CN(CC2)C(C=C)=O)C#CC2=C(C(=CC(=C2F)OC)OC)F)CN2CCOCC2 (S)-1-(3-(4-amino-3-((2,6-difluoro-3,5-dimethoxyphenyl)ethynyl)-7-(morpholinomethyl)-1H-pyrazolo[4,3-c]pyridin-1-yl)pyrrolidin-1-yl)prop-2-en-1-one